(E)-3-fluoro-N-(3-(2-((6-(4-methylpiperazin-1-yl)pyridin-3-yl)amino)quinazolin-8-yl)phenyl)acrylamide F/C=C/C(=O)NC1=CC(=CC=C1)C=1C=CC=C2C=NC(=NC12)NC=1C=NC(=CC1)N1CCN(CC1)C